CCCCCCCCCCCCCCCCCCCCCCCCCC(=O)N[C@@H](CO[C@H]1[C@@H]([C@H]([C@@H]([C@H](O1)CO)O[C@H]2[C@@H]([C@H]([C@H]([C@H](O2)CO)O)O)O)O)O)[C@@H](/C=C/CCCCCCCCCCCCC)O The molecule is a beta-D-galactosyl-(1->4)-beta-D-glucosylceramide where the ceramide N-acyl group is specified as hexacosanoyl. It has a role as a human metabolite and a mouse metabolite. It derives from a hexacosanoic acid.